ClP(C1=C(C=C(C=C1C(C)(C)C)C(C)(C)C)C(C)(C)C)Cl dichloro(2,4,6-tri-tert-butylphenyl)phosphine